6-chloro-2-methyl-4-[4-(trifluoromethyl)cyclohexen-1-yl]-3H-pyrrolo[3,4-c]pyridin-1-one ClC1=CC2=C(C(=N1)C1=CCC(CC1)C(F)(F)F)CN(C2=O)C